(S)-3-(2-oxo-3-(pent-3-yl)-5-phenyl-7-(trifluoromethyl)-2,3-dihydro-1H-benzo[e][1,4]diazepin-1-yl)propionic acid O=C1[C@@H](N=C(C2=C(N1CCC(=O)O)C=CC(=C2)C(F)(F)F)C2=CC=CC=C2)C(CC)CC